BrC1=CN(C2=NC=CC=C21)C2CC2 3-bromo-1-cyclopropyl-1H-pyrrolo[2,3-b]pyridine